ClC1=CC=C(CN2C=3N(C4=C(C2=O)CN(CC4)CC4=CC(=CC=C4)Cl)N=CC3)C=C1 4-(4-chlorobenzyl)-7-(3-chlorobenzyl)-6,7,8,9-tetrahydropyrazolo[1,5-a]pyrido[3,4-e]pyrimidine-5(4H)-one